N1(N=CN=C1)CCN 2-(1H-1,2,4-triazole-1-yl)ethylamine